Cl.COC(=O)C(CCCCCC)C Octane-7-carboxylic acid methyl ester hydrochloride